BrC1=C(C=C2C(NC(N(C2=C1)CC1=CC=C(C=C1)OC)=O)(O)C(C)(F)F)F 7-bromo-4-(1,1-difluoroethyl)-6-fluoro-4-hydroxy-1-[(4-methoxyphenyl)methyl]-3H-quinazolin-2-one